COC(\C(\C)=C\C(=O)OC)=O mesaconic acid dimethyl ester